platinum-dysprosium [Dy].[Pt]